C(C)(C)C=1C=CC=2N(C3=CC=CC=C3C2C1)CC1=CC=C(CP(O)(O)=O)C=C1 (4-((3-isopropyl-9H-carbazol-9-yl)methyl)benzyl)phosphonic acid